8-{[1-(L-α-asparaginyl)azetidin-3-yl]oxy}-4,4-dihydroxy-5-oxa-4-boranuidabicyclo[4.4.0]deca-1(6),7,9-triene-7-carboxylic acid N[C@@H](CC(=O)N1CC(C1)OC1=C(C=2O[B-](CCC2C=C1)(O)O)C(=O)O)C(N)=O